BrC1=C(C=C2C(=NC(=NC2=C1F)OCC1(CN(CCC1=CF)C)C)OC(C)(C)C)C(F)(F)F 7-bromo-4-(tert-butoxy)-8-fluoro-2-((4-(fluoromethylene)-1,3-dimethylpiperidin-3-yl)methoxy)-6-(trifluoromethyl)quinazoline